3a,4,5,6-tetrahydro-6aH-cyclopenta[d][1,2]oxazol O1N=CC2C1CCC2